4-chloropyridine-3-carboxamide ClC1=C(C=NC=C1)C(=O)N